(2R)-2-amino-3-(2,4-dichlorophenyl)-1-(3-phenylazetidin-1-yl)propan-1-one N[C@@H](C(=O)N1CC(C1)C1=CC=CC=C1)CC1=C(C=C(C=C1)Cl)Cl